N(=[N+]=[N-])C/C=C/C1=CN=C(S1)Br (E)-5-(3-Azidoprop-1-en-1-yl)-2-bromothiazole